4-(4-propenoylpiperazin-1-yl)-1-(2,6-diethylphenyl)-6-fluoro-7-(2-fluorophenyl)quinolin-2(1H)-one C(C=C)(=O)N1CCN(CC1)C1=CC(N(C2=CC(=C(C=C12)F)C1=C(C=CC=C1)F)C1=C(C=CC=C1CC)CC)=O